rac-(R*)-7-(((R*)-4-Oxo-4-(4-(5-(trifluoromethyl)pyrimidin-2-yl)piperazin-1-yl)butan-2-yl)oxy)-4-(trifluoromethyl)-2,5,6,7-tetrahydro-3H-cyclopenta[c]pyridazin-3-one O=C(C[C@@H](C)O[C@@H]1CCC=2C1=NNC(C2C(F)(F)F)=O)N2CCN(CC2)C2=NC=C(C=N2)C(F)(F)F |o1:3,&1:6|